Methyl 3-(allyloxy)-4-bromo-5-hydroxybenzoate C(C=C)OC=1C=C(C(=O)OC)C=C(C1Br)O